COC(C1=C(C(=CC=C1[N+](=O)[O-])OC1=C(C(=CC=C1F)N)Cl)C)=O 3-(3-amino-2-chloro-6-fluorophenoxy)-2-methyl-6-nitrobenzoic acid methyl ester